N[C@H](C)C1=CC=C(C=C1)NC1=NC=C(C(=N1)NCC1=C(C=CC=C1)N(S(=O)(=O)C)C)C(F)(F)F N-[2-({[2-({4-[(1R)-1-aminoethyl]phenyl}amino)-5-(trifluoromethyl)pyrimidin-4-yl]amino}methyl)phenyl]-N-methylmethanesulfonamide